[1,1'-biphenyl]-4-yl(4-(3-bromopropoxy)-3-propylphenyl)methanone C1(=CC=C(C=C1)C(=O)C1=CC(=C(C=C1)OCCCBr)CCC)C1=CC=CC=C1